CO[C@@H](C(=O)C1C(C2=CC=C(C=C2C1=O)S(=O)(=O)C=1C=C2C(C(C(C2=CC1)=O)C([C@H](C)OC)=O)=O)=O)C 2-[(2R)-2-methoxypropanoyl]-5-({2-[(2S)-2-methoxypropanoyl]-1,3-dioxo-2,3-dihydro-1H-inden-5-yl}sulfonyl)-2,3-dihydro-1H-indene-1,3-dione